COC=1C=C(C=CC1)C12CCN(C(CCC1)C2=C)CCC2=CC=CC=C2 (+)-5-(3-Methoxyphenyl)-9-methylene-2-phenethyl-2-azabicyclo[3.3.1]nonane